C[C@@]1([C@@H](C1)C(=O)OCC)C1=CC=CC=C1 trans-ethyl 2-methyl-2-phenylcyclopropane-1-carboxylate